ClC1(C2=C(N=C(N1)SC)C=C(N=C2Cl)Cl)F 4,5,7-trichloro-4-fluoro-2-(methylthio)pyrido[4,3-d]pyrimidine